tris[4-(4-acetylphenyl)thio-phenyl]sulfonium tetrakis(pentafluorophenyl)borate FC1=C(C(=C(C(=C1[B-](C1=C(C(=C(C(=C1F)F)F)F)F)(C1=C(C(=C(C(=C1F)F)F)F)F)C1=C(C(=C(C(=C1F)F)F)F)F)F)F)F)F.C(C)(=O)C1=CC=C(C=C1)SC1=CC=C(C=C1)[S+](C1=CC=C(C=C1)SC1=CC=C(C=C1)C(C)=O)C1=CC=C(C=C1)SC1=CC=C(C=C1)C(C)=O